N-(4-((4-butylphenyl)ethynyl)phenyl)carboxamide C(CCC)C1=CC=C(C=C1)C#CC1=CC=C(C=C1)NC=O